3-(benzhydrylideneamino)-7-cyclopropyl-5,5-dimethyl-pyrrolo[2,3-c]pyridazin-6-one C(C1=CC=CC=C1)(C1=CC=CC=C1)=NC1=CC2=C(N=N1)N(C(C2(C)C)=O)C2CC2